O=C1OC2=CC(=CC=C2C=C1)OCC(=O)N 2-((2-oxo-2H-chromen-7-yl)oxy)acetamide